N1CCCC2=CC(=CC=C12)C#N 1,2,3,4-tetrahydroquinoline-6-carbonitrile